[I-].C1(CCCCC1)OC(=O)OC(CC)[N+]1(CCC=C(C1)C1=NSN=C1OCCCCCC)C 1-(1-(((cyclohexyloxy)carbonyl)oxy)propyl)-5-(4-(hexyloxy)-1,2,5-thiadiazol-3-yl)-1-methyl-1,2,3,6-tetrahydropyridin-1-ium iodide